P(=O)(O)(OP(=O)(O)OP(=O)(O)O)[Sn] triphosphotin